n-pentaneboronic acid B(CCCCC)(O)O